ClC1=CC=C(C=C1)C(C1C(N(CC1)C=1N=NC(=CC1)C1=CC=NC=C1)=O)O 3-((4-chlorophenyl)(hydroxy)methyl)-1-(6-(pyridin-4-yl)pyridazin-3-yl)pyrrolidin-2-one